3-oxatricyclo[4.2.1.04,8]nonan-2-one C12C(OC3CC(CC31)C2)=O